allylsilicate C(C=C)O[Si]([O-])([O-])[O-]